C(C)OC(=O)C1NCCNC1C(=O)OCC diethyl-piperazine-2,3-dicarboxylate